2-hydroxyethylmethylacrylate OCCC=C(C(=O)[O-])C